O1OC1 dioxirane